ClC1CC2=C(C3=CC=C(C=C3C(=C2CC1)OC)C)OC(C(=C)C)=O 2-chloro-6-methyl-9-methacryloyloxy-10-methoxy-1,2,3,4-tetrahydroanthracene